7-iodo-6-methoxy-5-(3-morpholinopropoxy)indoline-2,3-dione IC=1C(=C(C=C2C(C(NC12)=O)=O)OCCCN1CCOCC1)OC